(S)-6-(2-(2-isopropylphenyl)pyrrolidin-1-yl)-2-azaspiro[3.3]heptane-2-carboxylic acid tert-butyl ester C(C)(C)(C)OC(=O)N1CC2(C1)CC(C2)N2[C@@H](CCC2)C2=C(C=CC=C2)C(C)C